IC1=C(C=CC=C1)N1C=CC2=CC=CC=C12 1-(2-iodophenyl)-1H-indol